NCCCNC1=NC2=CC=CC=C2C2=C1SC=1C(=CC=CC1C2=O)F 6-(3-aminopropylamino)-8-fluoro-12H-thiochromeno[2,3-c]quinolin-12-one